C(=C)C1=CC(=CC2=CC(=CC=C12)OC)C=C 1,3-divinyl-6-methoxy-naphthalene